(3-carboxypropyl-(tosyl)carbamoyl)dibenzoacridine C(=O)(O)CCCN(C(=O)C1=CC=CC2=C3C(=C4N=C5C=CC=CC5=CC4=C21)C=CC=C3)S(=O)(=O)C3=CC=C(C)C=C3